5-bromo-2-methyl-6-(piperidin-4-yl)pyrido[3,4-d]pyrimidin-4(3H)-one BrC1=C(N=CC=2N=C(NC(C21)=O)C)C2CCNCC2